C(C)[C@@](C(C([2H])([2H])[2H])([2H])[2H])(C(C[C@@H](C)[C@H]1CC[C@H]2[C@@H]3CC=C4C[C@H](CC[C@]4(C)[C@H]3CC[C@]12C)O)([2H])[2H])C(C)C (24-ethyl)-heptadeuteriostigmast-5-en-3β-ol